2-(Ethyl-((4-oxo-3,4-dihydroquinazolin-2-yl)methyl)amino)-N-phenylacetamide C(C)N(CC(=O)NC1=CC=CC=C1)CC1=NC2=CC=CC=C2C(N1)=O